tert-butyl (S,E)-(1-(2-bromo-3'-Hydroxy-4'-methoxy-[1,1'-biphenyl]-4-carbonyl)pyrrolidin-3-yl)(4-(3-(hydroxylamino)-3-oxoprop-1-ene-1-yl)benzyl)carbamate BrC1=C(C=CC(=C1)C(=O)N1C[C@H](CC1)N(C(OC(C)(C)C)=O)CC1=CC=C(C=C1)\C=C\C(=O)NO)C1=CC(=C(C=C1)OC)O